2-(3-fluorophenyl)-2-hydroxy-N-(3-methyl-4-(4,4,5,5-tetramethyl-1,3,2-dioxaborolan-2-yl)phenyl)acetamide FC=1C=C(C=CC1)C(C(=O)NC1=CC(=C(C=C1)B1OC(C(O1)(C)C)(C)C)C)O